(S)-1-((3S,4S)-4-(3-((1-(5-ethylpyridin-2-yl)azetidin-3-yl)oxy)-4-methoxyphenyl)-3-((R)-1-hydroxyethyl)-3-methylpyrrolidin-1-yl)-2,3-dihydroxypropan-1-one C(C)C=1C=CC(=NC1)N1CC(C1)OC=1C=C(C=CC1OC)[C@H]1[C@](CN(C1)C([C@H](CO)O)=O)(C)[C@@H](C)O